C(C)(C)C1=C(NC2=CC=C(C=C12)C1CCN(CC1)CCNC(OC(C)(C)C)=O)C=1C=C(C=2N(C1)N=CN2)OC tert-butyl (2-(4-(3-isopropyl-2-(8-methoxy-[1,2,4]triazolo[1,5-a]pyridin-6-yl)-1H-indol-5-yl)piperidin-1-yl)ethyl)carbamate